N-(2-chloro-4-(2,5-difluorophenyl)pyridin-3-yl)-2-isopropylpyrimidine-5-carboxamide ClC1=NC=CC(=C1NC(=O)C=1C=NC(=NC1)C(C)C)C1=C(C=CC(=C1)F)F